C(C1=CC=CC=C1)(=O)O[C@@H]1[C@@H](CN(CC1)C(=O)OCC1=CC=CC=C1)NC(=O)OC(C)(C)C cis-Benzyl 4-(benzoyloxy)-3-((tert-butoxycarbonyl)amino)piperidine-1-carboxylate